O1C2=C(OC(C1([2H])[2H])([2H])[2H])C=C(C=C2)OC2CCN(CC2)C2=NC=1N(C=C2C)C(N(N1)CC1CN(CCO1)C)=O 7-(4-((2,3-dihydrobenzo[b][1,4]dioxin-6-yl-2,2,3,3-d4)oxy)piperidin-1-yl)-6-methyl-2-((4-methylmorpholin-2-yl)methyl)-[1,2,4]triazolo[4,3-a]pyrimidin-3(2H)-one